tert-butyl-N-[(2R)-2-(4-bromo-2-methyl-pyrazol-3-yl)oxypropyl]-N-methyl-carbamic acid C(C)(C)(C)OC(N(C)C[C@@H](C)OC=1N(N=CC1Br)C)=O